C(C)(C)(C)OC(=O)N1CCC(CC1)CCOC1=C(C=C(C=C1)N)C(C)C 4-(2-(4-Amino-2-isopropylphenoxy)ethyl)piperidine-1-carboxylic acid tert-butyl ester